CC(C)(S(=O)C)C1=CC=C(O1)C(=O)O 5-(1-methyl-1-methylsulfinyl-ethyl)furan-2-carboxylic acid